C1(CCC1)C(=O)N1CCN(CC1)C=1C=C2C(N(C=NC2=CC1)CC(=O)NCC1=CC(=C(C=C1)Cl)Cl)=O 2-[6-[4-(Cyclobutanecarbonyl)piperazin-1-yl]-4-oxoquinazolin-3-yl]-N-[(3,4-dichlorophenyl)methyl]acetamide